Cl.COC1=CC=C(C=C1)[C@@H](C)N (R)-1-(4-methoxyphenyl)ethylamine hydrochloride